O1COC2=C1C=CC(=C2)C=2C=C1CN(CC1=CC2)C(=O)NC2=CNC1=CC(=C(C=C21)Cl)F 5-(benzo[d][1,3]dioxol-5-yl)-N-(5-chloro-6-fluoro-1H-indol-3-yl)isoindoline-2-carboxamide